(2Z,2'Z)-2,2'-(3-methoxypropane-1,2-diylidene)bis(N-ethylhydrazine-1-carbothioamide) COC\C(\C=N/NC(NCC)=S)=N/NC(NCC)=S